dithiophenesulfonyl-silafluorene S1C(=CC=C1)S(=O)(=O)C1=[Si](C=2CC3=CC=CC=C3C2C=C1)S(=O)(=O)C=1SC=CC1